C(#C)C1=NC(=CN=C1)OC 2-ethynyl-6-methoxypyrazine